dihexyl thiodiformate S(C(=O)OCCCCCC)C(=O)OCCCCCC